tert-butyl (4-hydroxy-3-((5-nitrothiazol-2-yl)carbamoyl)phenyl)carbamate OC1=C(C=C(C=C1)NC(OC(C)(C)C)=O)C(NC=1SC(=CN1)[N+](=O)[O-])=O